C1(CC1)COC=1C(=CC(=NC1)NC(C)=O)NC1=CC(=NC(=C1)C)C(C)(F)F N-(5-(cyclopropylmethoxy)-4-((2-(1,1-difluoroethyl)-6-methylpyridin-4-yl)amino)pyridin-2-yl)acetamide